FC(OC=1C2C3C(C(N(C(CC3O)C2)C)=O)=CC1)F 7-(difluoromethoxy)-5-hydroxy-2-methyl-3,4,5,6-tetrahydro-3,6-methanobenzo[c]azepin-1(2H)-one